CC(CCC1=NC(=CC=C1/C=C/C(=O)NC1=CC=CC=2NC(NC21)=O)C(F)(F)F)(C)C (E)-3-(2-(3,3-dimethylbutyl)-6-(trifluoromethyl)pyridin-3-yl)-N-(2-oxo-2,3-dihydro-1H-benzo[d]imidazol-4-yl)acrylamide